1,5,6,7-tetrahydro-s-indacen-1-olate C1(C=CC2=CC=3CCCC3C=C12)[O-]